CC1(OC2=C(C1NC(=O)C=1C=C(C=CC1)CN1C(NC(CC1=O)(CC)CC)=[NH2+])C=CC=C2)C [1-[[3-[(2,2-dimethyl-3H-benzofuran-3-yl)carbamoyl]phenyl]methyl]-4,4-diethyl-6-oxo-hexahydropyrimidin-2-ylidene]ammonium